BrCCN(CC(=O)NC12CC(C1)(C2)N2C(=NC(=C2)I)C2CC2)C 2-((2-bromoethyl)(methyl)amino)-N-(3-(2-cyclopropyl-4-iodo-1H-imidazol-1-yl)bicyclo[1.1.1]pentan-1-yl)acetamide